5-fluoro-4,6-dihydroxypyrimidine FC=1C(=NC=NC1O)O